2-methylpropionic acid [5-[3-chloro-2-[(E)-2-(4-cyanophenyl) ethenyl]-6-fluoro-phenyl]-1,3-dimethyl-6-oxo-pyridazin-4-yl]Ester ClC=1C(=C(C(=CC1)F)C1=C(C(=NN(C1=O)C)C)OC(C(C)C)=O)\C=C\C1=CC=C(C=C1)C#N